CC1(CC1)NC(O[C@@H]1CO[C@@H](C1)C1=CN=C(S1)NC(=O)C1=CC(=NN1C)COC)=O |r| Racemic-(3S,5S)-5-(2-(3-(methoxymethyl)-1-methyl-1H-pyrazole-5-carboxamido)thiazol-5-yl)tetrahydrofuran-3-yl (1-methylcyclopropyl)carbamate